FC(C(=O)O)(F)F.FC1=C(C=CC(=C1)F)S(=O)(=O)NC=1C(=NC=C(C1)C1=CC2=C(N=CN=C2N2CCNCC2)S1)OC 2,4-difluoro-N-(2-methoxy-5-(4-(piperazine-1-yl)thieno[2,3-d]pyrimidine-6-yl)pyridine-3-yl)benzenesulfonamide trifluoroacetate